ClC=1C(=CC(=C(C(=O)NS(=O)(=O)N2CC(OCC2)CNC(OC(C)(C)C)=O)C1)F)OCC1CCCC1 tert-butyl ((4-(N-(5-chloro-4-(cyclopentylmethoxy)-2-fluorobenzoyl)sulfamoyl)morpholin-2-yl)methyl)carbamate